COC=1C=C2CC(C(C2=CC1OC)=O)=CC1=C(C=CC(=C1)C(F)(F)F)OC 5,6-dimethoxy-2-(2-methoxy-5-(trifluoromethyl)benzylidene)-2,3-dihydro-1H-inden-1-one